2,2'-bipyridinium-5,5'-dinitrile [NH+]1=C(C=CC(=C1)C#N)C1=[NH+]C=C(C=C1)C#N